6-methyl-nicotinic acid CC1=NC=C(C(=O)O)C=C1